N1CC(C1)CN1CC2N(C(C1)C2)C=2C=C1C(N(C(C1=CC2)=O)C2C(NC(CC2)=O)=O)=O 5-(3-(azetidin-3-ylmethyl)-3,6-diazabicyclo[3.1.1]heptan-6-yl)-2-(2,6-dioxopiperidin-3-yl)isoindoline-1,3-dione